2-nitro-N-(4-phenylbutyl)benzenesulfonamide [N+](=O)([O-])C1=C(C=CC=C1)S(=O)(=O)NCCCCC1=CC=CC=C1